cis-N-(3-(4-carbamoyl-1H-1,2,3-triazol-1-yl)-4-methylphenyl)-3-methyl-6-azabicyclo[3.1.1]heptane-6-carboxamide C(N)(=O)C=1N=NN(C1)C=1C=C(C=CC1C)NC(=O)N1C2CC(CC1C2)C